O=C1N(C(C2=CC=CC=C12)=O)OC(C(=O)[O-])C 2-((1,3-dioxoisoindolin-2-yl)oxy)propanoate